CC1(OB(OC1(C)C)C=1C=CC2=C(N=C(O2)C2CCN(CC2)C[C@@H]2CCC(N2)=O)C1)C (S)-5-((4-(5-(4,4,5,5-tetramethyl-1,3,2-dioxaborolan-2-yl)benzo[d]Oxazol-2-yl)Piperidin-1-yl)methyl)pyrrolidin-2-one